FC=1C=CC=C2C=CC=C(C12)C=O 8-fluoronaphthalene-1-carbaldehyde